C(CCCCCCCCC)C(COC(CCCCCCC\C=C/CCCCCC)=O)CCCCCCCCCCCC (Z)-9-hexadecenoic acid-2-decyl-1-tetradecyl ester